[N-](S(=O)(=O)C(F)(F)F)S(=O)(=O)C(F)(F)F.C(C)OC(C)C1=NC=CN1C 1-ethoxyethyl-3-methylimidazole bis(trifluoromethanesulfonyl)imide salt